C[Si](OCCCCCCCCCC=C)(C1=CC=CC=C1)C dimethylphenyl-(undec-10-en-1-yloxy)silane